C(#N)C1=C(C=C(C=2N=CN(C21)C)C2=CC=C(C=C2)OC(F)(F)F)CCC(C(=O)N)=C [2-[4-cyano-3-methyl-7-[4-(trifluoromethoxy)phenyl]benzimidazol-5-yl]ethyl]prop-2-enamide